triisopropylphosphonium dibromide [Br-].[Br-].C(C)(C)[PH+](C(C)C)C(C)C.C(C)(C)[PH+](C(C)C)C(C)C